C1(CC1)OC=1C=CC(=NC1)NC(=O)C=1C(=CC(=C(C1)NC(=O)C1=CN=C(S1)N(C(OC(C)(C)C)=O)CC(F)F)C)F tert-butyl N-[5-[[5-[(5-cyclopropyloxypyridin-2-yl)carbamoyl]-4-fluoro-2-methylphenyl]carbamoyl]-1,3-thiazol-2-yl]-N-(2,2-difluoroethyl)carbamate